CC(CC(=O)NCC1CN(CC1)C(=O)NC1=CC=C(C=C1)S(F)(F)(F)(F)F)C 3-((3-methylbutanamido)methyl)-N-(4-(pentafluoro-λ6-sulfaneyl)phenyl)pyrrolidine-1-carboxamide